C[C@H]1COC[C@@H](N1C=1C=C2C(=CC=NC2=CC1)C(=O)OC(C)(C)C)C tert-Butyl 6-((3S,5S)-3,5-dimethylmorpholino)quinoline-4-carboxylate